CC=1SC(=CC1C(=O)N)C1=NC(=NC=C1C(F)(F)F)N[C@@H]1[C@@H](CN(CC1)S(=O)(=O)C)C 2-methyl-5-(2-(((3R,4S)-3-methyl-1-(methylsulfonyl)piperidin-4-yl)amino)-5-(trifluoro-methyl)pyrimidin-4-yl)thiophene-3-carboxamide